methyl 4-[3-carbamoyl-4-[[2-(2-methyl-4-pyridyl)oxazole-4-carbonyl]amino]pyrazol-1-yl]benzoate C(N)(=O)C1=NN(C=C1NC(=O)C=1N=C(OC1)C1=CC(=NC=C1)C)C1=CC=C(C(=O)OC)C=C1